Cl.ClC=1C=CC(=C(C1)C=1CCCC2=C(C1C1=CC=C(C=C1)CC1CN(C1)CCCF)C=CC(=C2)C(=O)O)C(F)(F)F 8-(5-chloro-2-(trifluoromethyl)phenyl)-9-(4-((1-(3-fluoropropyl)azetidin-3-yl)methyl)phenyl)-6,7-dihydro-5H-benzo[7]annulene-3-carboxylic acid hydrochloride